(3,5-dimethoxyphenyl)-4-(4-methylbenzoyl)piperazine-2,5-dione COC=1C=C(C=C(C1)OC)N1C(CN(C(C1)=O)C(C1=CC=C(C=C1)C)=O)=O